(S)-2-(4-(6-((6-((1-cyanocyclopropyl)carbamoyl)-4-methoxypyridin-3-yl)methoxy)pyridin-2-yl)-2,5-difluorobenzyl)-1-(oxetan-2-ylmethyl)-1H-benzo[d]imidazole-6-carboxylic acid C(#N)C1(CC1)NC(=O)C1=CC(=C(C=N1)COC1=CC=CC(=N1)C1=CC(=C(CC2=NC3=C(N2C[C@H]2OCC2)C=C(C=C3)C(=O)O)C=C1F)F)OC